F[P-](F)(F)(F)(F)F.F[P-](F)(F)(F)(F)F.[Ru+2].N1=C(C=CC=C1)C1=NC=CC=C1 (2,2'-bipyridine) ruthenium bis(hexafluorophosphate) salt